6-(4-(((6-bromo-2-(2,6-dioxopiperidin-3-yl)-1-oxoisoindolin-5-yl)methyl)(methyl)amino)piperidin-1-yl)-2-(4-phenoxyphenyl)nicotinamide BrC1=C(C=C2CN(C(C2=C1)=O)C1C(NC(CC1)=O)=O)CN(C1CCN(CC1)C1=NC(=C(C(=O)N)C=C1)C1=CC=C(C=C1)OC1=CC=CC=C1)C